C(C)C(C(=O)O)=CC1=CC=CC=C1.C(C=CC1=CC=CC=C1)(=O)OCC Ethyl Cinnamate (ethyl 3-phenylprop-2-enoate)